(R)-3-hydroxybutyryl-phosphate O[C@@H](CC(=O)OP(=O)([O-])[O-])C